((((((R)-1-(6-amino-9H-purin-9-yl)propan-2-yl)oxy)methyl)(phenoxy)phosphoryl)oxy)methyl pivalate C(C(C)(C)C)(=O)OCOP(=O)(OC1=CC=CC=C1)CO[C@@H](CN1C2=NC=NC(=C2N=C1)N)C